NC=1N=CN(C(C1C(=O)NC=1C=NC=C(C1)[C@@H]1NCCCC1)=O)C1=C(C=C(C=C1C)C(F)(F)F)C (R)-4-amino-1-(2,6-dimethyl-4-(trifluoromethyl)phenyl)-6-oxo-N-(5-(piperidin-2-yl)pyridin-3-yl)-1,6-dihydropyrimidine-5-carboxamide